2,4-bis(2,4-dimethylphenyl)-6-[2-hydroxy-4-(3-hydroxypropoxy)-nonyloxy]-s-triazine CC1=C(C=CC(=C1)C)C1=NC(=NC(=N1)C1=C(C=C(C=C1)C)C)OCC(CC(CCCCC)OCCCO)O